(1s,4s)-2'-bromo-4-(3-bromoanilino)spiro[cyclohexane-1,1'-indene]-4-carboxamide BrC=1C2(C3=CC=CC=C3C1)CCC(CC2)(C(=O)N)NC2=CC(=CC=C2)Br